[Cl-].[Mn+3].C1(=CC=CC=C1)C=1C2=CC=C(N2)C(=C2C=CC(C(=C3C=CC(=C(C=4C=CC1N4)C4=CC=CC=C4)N3)C3=CC=CC=C3)=N2)C2=CC=CC=C2.[Cl-].[Cl-] 5,10,15,20-tetraphenyl-21H,23H-porphin manganese (III) chloride